FC(C(=O)O)(F)F.ClC1=C(C(=O)N[C@@]2(CCC=3N(C4=CC=C(C=C4C3/C=C/C(=O)OC)C)C2)C2=CC=CC=C2)C=CC(=C1)N1C=NN=C1 (S,E)-methyl 3-(7-(2-chloro-4-(4H-1,2,4-triazol-4-yl)benzamido)-2-methyl-7-phenyl-6,7,8,9-tetrahydropyrido[1,2-a]indol-10-yl)acrylate 2,2,2-trifluoroacetate